3-(1-oxo-5-((4-(4-(thiophen-2-yl)benzyl)piperazin-1-yl)methyl)isoindolin-2-yl)piperidine O=C1N(CC2=CC(=CC=C12)CN1CCN(CC1)CC1=CC=C(C=C1)C=1SC=CC1)C1CNCCC1